Br[P+](N(C)C)(N(C)C)N(C)C bromotris(dimethylamino)phosphonium